C(#N)C1=C(C=C(C(N1C1=CC=C(C=C1)F)=O)C(=O)NC1=CC(=C(C=C1)OC1=CC=NC2=CC(=C(C=C12)OC)OC)F)C1CC1 6-cyano-5-cyclopropyl-N-(4-((6,7-dimethoxyquinolin-4-yl)oxy)-3-fluorophenyl)-1-(4-fluorophenyl)-2-oxo-1,2-dihydropyridine-3-carboxamide